COC(=O)C1CCN(CC1)C1=NC(=NC(=C1)C(F)(F)F)Cl 1-(2-chloro-6-(trifluoromethyl)pyrimidin-4-yl)piperidine-4-carboxylic acid methyl ester